(1-methyl-2-(trifluoromethyl)-1H-imidazol-5-yl)boronic acid CN1C(=NC=C1B(O)O)C(F)(F)F